COC1=C(C=CC(=C1)OC)C1(CC1)NCC=1C(=C(C=CC1)NC(OCC1=CC=CC=C1)=O)F benzyl (3-(((1-(2,4-dimethoxyphenyl)cyclopropyl)amino)methyl)-2-fluorophenyl)carbamate